NCC1=NNC(C2=CC=C(C=C12)C1(CC1)C(=O)N(C1CCCC=2C=CC=NC12)CC1=NC=C(C=C1)C1=CC=CC=C1)=O 1-(4-(aminomethyl)-1-oxo-1,2-dihydro-phthalazin-6-yl)-N-((5-phenylpyridin-2-yl)methyl)-N-(5,6,7,8-tetrahydroquinolin-8-yl)cyclopropane-1-carboxamide